3-(2-iodo-4,5-dimethylphenyl)-3-methylcyclobutan-1-one IC1=C(C=C(C(=C1)C)C)C1(CC(C1)=O)C